CC1=C(C(=CC=C1)C)N1C(N(C2=C(C1)C=NC(=N2)NC=2C=CC(=C(C(=O)O)C2)N2CCN(CC2)C)CCCO)=O 5-((6-(2,6-dimethylphenyl)-8-(3-hydroxypropyl)-7-oxo-5,6,7,8-tetrahydropyrimido[4,5-d]pyrimidin-2-yl)amino)-2-(4-methylpiperazin-1-yl)benzoic acid